CC1=CC=C(C=C1)S(=O)(=O)O.F[C@H]1[C@@H](O[C@@H]([C@H]1O)CO)N1C=C2CCCNC=3C2=C1N=CN3 2-(2-deoxy-2-fluoro-β-D-ribofuranosyl)-6,7,8,9-tetrahydro-2H-2,3,5,6-tetraazabenzo[cd]azulene p-toluenesulfonate